(S)-1-methylpiperidin-4-yl 2-aminopropanoate N[C@H](C(=O)OC1CCN(CC1)C)C